1-methyl-1-(2-(1-methyl-1H-imidazo[1,2-b]pyrazole-7-carbonyl)-2-azaspiro[3.3]heptan-6-yl)-3-(5-(trifluoromethyl)pyridin-3-yl)urea CN(C(=O)NC=1C=NC=C(C1)C(F)(F)F)C1CC2(CN(C2)C(=O)C2=C3N(N=C2)C=CN3C)C1